methyl 4-((2,4-bis(benzyloxy)-N-(4-(dimethylamino)phenyl)-5-isopropylbenzamido)methyl)benzoate C(C1=CC=CC=C1)OC1=C(C(=O)N(C2=CC=C(C=C2)N(C)C)CC2=CC=C(C(=O)OC)C=C2)C=C(C(=C1)OCC1=CC=CC=C1)C(C)C